N1=CC(=CC=C1)C=1C(=C(C(=C(C1C1=CC=NC=C1)N1C2=C(C=3C=CC=CC13)C=NC=C2)N2C1=C(C=3C=CC=CC23)C=NC=C1)N1C2=C(C=3C=CC=CC13)C=NC=C2)N2C1=C(C=3C=CC=CC23)C=NC=C1 5,5',5'',5'''-(5-(pyridin-3-yl)-6-(pyridin-4-yl)benzene-1,2,3,4-tetrayl)tetrakis(5H-pyrido[4,3-b]indole)